C(C)OC1=CC=C(C=C1)S(=O)(=O)OC=1C=C(C=CC1)NC(=O)NC1=CC(=CC=C1)OS(=O)(=O)C1=CC=C(C=C1)OCC N,N'-di-[3-(p-ethoxybenzenesulfonyloxy)phenyl]urea